C(CC(O)(C(=O)O)CC(=O)O)(=O)O.N1(CCC1)C(=O)C=1C=C(C=2N(C1)C(=C(N2)C)C)NCC2=C(C=CC=C2C)C azetidin-1-yl-{8-[(2,6-dimethylbenzyl)amino]-2,3-dimethylimidazo[1,2-a]pyridin-6-yl}methanone citrate